C(C)(C)OC1=CC=C(C=C1)N1N=C(C(C1=O)C(=O)OC1=CC=C(C=C1)[N+](=O)[O-])C (4-nitrophenyl) 1-(4-isopropoxyphenyl)-3-methyl-5-oxo-4H-pyrazole-4-carboxylate